(3-((3-((4-amino-6-chloro-pyrazolo[3,4-d]pyrimidin-1-yl)methyl)phenoxy)methyl)-5-fluoro-phenyl)methanol NC1=C2C(=NC(=N1)Cl)N(N=C2)CC=2C=C(OCC=1C=C(C=C(C1)F)CO)C=CC2